3-[6-(3-cyclopropylphenoxy)-2-fluoro-pyrazolo[1,5-a]pyrimidin-7-yl]-5-[(2,4-dichlorophenyl)methyl]-5,6-dihydro-4H-1,2,4-oxadiazine C1(CC1)C=1C=C(OC=2C=NC=3N(C2C2=NOCC(N2)CC2=C(C=C(C=C2)Cl)Cl)N=C(C3)F)C=CC1